benzyl 4-(6-cyanopyridin-3-yl)piperazine-1-carboxylate C(#N)C1=CC=C(C=N1)N1CCN(CC1)C(=O)OCC1=CC=CC=C1